5-(6-(methylsulfonyl)pyridin-3-yl)thiazolo[5,4-b]pyridine CS(=O)(=O)C1=CC=C(C=N1)C1=CC=C2C(=N1)SC=N2